N1NCNC1 1,2,4-triazolidin